6-bromo-N-(1-methylpiperidin-4-yl)nicotinamide BrC1=NC=C(C(=O)NC2CCN(CC2)C)C=C1